BrC=1C(=NC(=NC1)C(C(=O)OC)(C)C)OC methyl 2-(5-bromo-4-methoxypyrimidin-2-yl)-2-methylpropanoate